[C@H]12COC[C@@H]2C1NC(=O)C1=CC(=NN1[C@@H](C)C1=C(C=CC=C1)F)C(=O)NC N5-((1R,5S,6r)-3-Oxabicyclo[3.1.0]hexan-6-yl)-1-((S)-1-(2-fluorophenyl)ethyl)-N3-methyl-1H-pyrazole-3,5-dicarboxamide